(S)-5,6-dichloro-1'-(5-methyl-1H-pyrazol-4-carbonyl)spiro[indoline-3,3'-pyrrolidin]-2-one ClC=1C=C2C(=CC1Cl)NC([C@]21CN(CC1)C(=O)C=1C=NNC1C)=O